ClC1=C(C=CC=C1)S(=O)(=O)NC1=NC(=C(C=C1F)CCC=1C=NC(=NC1)NC1CCC(CC1)N(C)C)C 2-chloro-N-(5-(2-(2-(((1r,4r)-4-(dimethylamino)cyclohexyl)amino)pyrimidin-5-yl)ethyl)-3-fluoro-6-methylpyridin-2-yl)benzenesulfonamide